(3-Chloro-4-fluorophenyl)-1-(6-methoxypyridin-3-yl)-1-((4-methyl-5-(trifluoromethyl)-1H-pyrazol-3-yl)methyl)urea ClC=1C=C(C=CC1F)NC(N(CC1=NNC(=C1C)C(F)(F)F)C=1C=NC(=CC1)OC)=O